4-Chloro-6-((2R,3S)-2-methyl-3-((methylsulfonyl)methyl)azetidin-1-yl)-2-(prop-1-en-2-yl)pyrimidine ClC1=NC(=NC(=C1)N1[C@@H]([C@H](C1)CS(=O)(=O)C)C)C(=C)C